C(C)(=O)OCCOC monoethylene glycol monomethyl ether acetate